1-Pentyl-3-butylpiperidinium cyanid [C-]#N.C(CCCC)[NH+]1CC(CCC1)CCCC